C1=CC=CC=2C=CC=3NC=4C=CC=CC4OC3C21 benzo[c]phenoxazine